C1(CC1)S(=O)(=O)NC=1SC=C(N1)C(CCOC)NC(C1=C(C=C(C=C1)C1=NC(=CN=C1)CC)F)=O N-(1-(2-(cyclopropanesulfonamido)thiazol-4-yl)-3-methoxypropyl)-4-(6-ethylpyrazin-2-yl)-2-fluorobenzamide